S(=O)(OC1=CC=C(C=C1)C)OC1=CC=C(C=C1)C di(4-toluyl) sulfite